COC(=O)C1=CN=NC=C1 methyl-pyridazine-4-carboxylate